6-(5-chloro-2-fluorophenyl)-N-[(2,4-dimethoxyphenyl)methyl]-3-(3-methylsulfonylpropoxy)pyridazin-4-amine ClC=1C=CC(=C(C1)C1=CC(=C(N=N1)OCCCS(=O)(=O)C)NCC1=C(C=C(C=C1)OC)OC)F